N=1C=CN2N=C(C=CC21)C=2C=CN1N=C(N=CC12)C1(CCC(CC1)NC)N 1-(5-(imidazo[1,2-b]pyridazin-6-yl)pyrrolo[2,1-f][1,2,4]triazin-2-yl)-N4-methylcyclohexane-1,4-diamine